FC1=C(C=CC(=C1)[Si](C)(C)C)NC(C(C1=CC=C(C=C1)OC)NC(=O)C1CNC(C1)=O)=O N-(2-((2-fluoro-4-(trimethylsilyl)phenyl)amino)-1-(4-methoxyphenyl)-2-oxoethyl)-5-oxopyrrolidine-3-carboxamide